FC(C1=CC=C(C=C1)C(C)N)(F)F 1-(4-(trifluoromethyl)phenyl)ethylamine